Cl.COC=1C(=C(C=CC1)[C@@H]1C[C@H](CN1)O)C (3R,5S)-5-(3-Methoxy-2-methyl-phenyl)pyrrolidin-3-ol hydrochloride